N-(imidazo[1,2-b]pyridazin-3-yl)-2-((1r,4r)-4-(2-iodoethyl)cyclohexyl)-6-methoxy-2H-indazole-5-carboxamide N=1C=C(N2N=CC=CC21)NC(=O)C2=CC1=CN(N=C1C=C2OC)C2CCC(CC2)CCI